Iodonium trifluoromethanesulfonate FC(S(=O)(=O)[O-])(F)F.[IH2+]